C1(CCCC1)N1C(C(=CC2=C1N=C(N=C2)NC2CCN(CC2)S(=O)(=O)C)C=C)=O 8-cyclopentyl-6-vinyl-2-{[1-(methylsulfonyl)piperidin-4-yl]amino}pyrido[2,3-d]pyrimidin-7(8H)-one